3-(3-(4-(thiazol-2-ylmethoxy)benzyl)isoxazol-5-yl)pyridin-2-amine S1C(=NC=C1)COC1=CC=C(CC2=NOC(=C2)C=2C(=NC=CC2)N)C=C1